2-chloro-6-methoxy-3-piperazin-1-yl-quinoxaline hydrochloride Cl.ClC1=NC2=CC=C(C=C2N=C1N1CCNCC1)OC